6-amino-N-(2-{9-amino-2-methyl-1,4-dioxa-7-azaspiro[4.4]nonan-7-yl}-5,6,7,8-tetrahydroquinolin-6-yl)-2-methylthieno[2,3-d][1,3]thiazole-5-carboxamide NC1=C(SC=2N=C(SC21)C)C(=O)NC2CC=1C=CC(=NC1CC2)N2CC1(OCC(O1)C)C(C2)N